5-amino-2-sulfamoyl-1,3,4-thiadiazole monohydrochloride Cl.NC1=NN=C(S1)S(N)(=O)=O